CN1NC(=CC(=C1)N1CCOCC1)C1=NNC2=CC=C(C=C12)OC1(CC1)C 2-methyl-6-[5-(1-methylcyclopropoxy)-1H-indazol-3-yl]-4-morpholino-pyridazin